O=C1NC(CCC1N1C(N(C2=C1C=CC(=C2)CCNC(OC(C)(C)C)=O)C)=O)=O tert-butyl N-[2-[1-(2,6-dioxo-3-piperidyl)-3-methyl-2-oxo-benzimidazol-5-yl]ethyl]carbamate